N-(3-Aminophenyl)sulfonyl-6-tert-butyl-2-[(2,4,6-trimethylphenyl)methyl]pyridin-3-carboxamid NC=1C=C(C=CC1)S(=O)(=O)NC(=O)C=1C(=NC(=CC1)C(C)(C)C)CC1=C(C=C(C=C1C)C)C